4-(1-oxo-1,2-dihydro-isoquinolin-6-yl)-N-(pyridin-4-ylmethyl)-benzenesulfonamide O=C1NC=CC2=CC(=CC=C12)C1=CC=C(C=C1)S(=O)(=O)NCC1=CC=NC=C1